7,3-dihydroxyflavone OC1=CC=C2C(C(=C(OC2=C1)C1=CC=CC=C1)O)=O